N1C=C(C2=CC=CC=C12)CC(=O)N1[C@H]2[C@H](N(C[C@@H]1CC2)C(N(C2=CC=CC=C2)C2=CC=CC=C2)=O)C(=O)O (1R,2S,5S)-8-(2-(1H-indole-3-yl)acetyl)-3-(diphenylcarbamoyl)-3,8-diazabicyclo[3.2.1]octane-2-carboxylic acid